allyloxy-acetic acid C(C=C)OCC(=O)O